(2R)-1-(benzyloxy)-3-[4-(3,6-dihydro-2H-pyran-4-yl)phenyl]-1-oxopropan-2-yl (2S)-2-[[(tert-butoxy)-carbonyl](methyl)amino]-4-fluoro-4-methylpentanoate C(C)(C)(C)OC(=O)N([C@H](C(=O)O[C@@H](C(=O)OCC1=CC=CC=C1)CC1=CC=C(C=C1)C=1CCOCC1)CC(C)(C)F)C